C(C1=CC=CC=C1)N1C[C@H]([C@H](C1)CO)CO cis-[1-benzyl-4-(hydroxymethyl)pyrrolidin-3-yl]methanol